2,5-difluoro-4-bromobenzaldehyde FC1=C(C=O)C=C(C(=C1)Br)F